N-(2-fluorophenyl)-5-(1-methyl-1H-pyrazol-4-yl)thieno[3,2-b]pyridin-3-amine FC1=C(C=CC=C1)NC1=CSC=2C1=NC(=CC2)C=2C=NN(C2)C